FC(C=1C=C(C=CC1)C=1NC=C(CCN)N1)(F)F 2-[3-(trifluoromethyl)phenyl]histamine